CC1(CC=C(CC1)C)C(C)=O 1-(1,4-dimethyl-3-cyclohexene-1-yl)-ethanone